ClC=1C=C(C=C(C1)Cl)CO 3,5-dichlorophenyl-methanol